(2-glycidoxyethyl)triethoxysilane C(C1CO1)OCC[Si](OCC)(OCC)OCC